3-(3-chloropropyl)thiopropyl-trimethoxysilane ClCCCSCCC[Si](OC)(OC)OC